2-acetyl-9,9-dimethyl-8-oxo-2-azaspiro[4.5]dec-6-ene-7-carbonitrile C(C)(=O)N1CC2(CC1)C=C(C(C(C2)(C)C)=O)C#N